(benzo[b]thiophen-2-yl)-2-((3-trifluoromethylphenyl)(hydroxy)methyl)-3-oxopropanenitrile S1C2=C(C=C1C(C#N)(C=O)C(O)C1=CC(=CC=C1)C(F)(F)F)C=CC=C2